3-[(1-ethyl-1H-pyrazol-4-yl)methyl]-2-methoxypyridine C(C)N1N=CC(=C1)CC=1C(=NC=CC1)OC